(E)-5-amino-4-chloro-6-(2-ethoxyvinyl)-2-(2-methyl-2H-indazol-5-yl)pyridazin-3(2H)-one NC1=C(C(N(N=C1\C=C\OCC)C1=CC2=CN(N=C2C=C1)C)=O)Cl